ClC=1C=C(C=C2C(=NC=3N(C12)C=NN3)N3CCCC1=C(C=CC=C31)I)F 9-chloro-7-fluoro-5-(5-iodo-3,4-dihydro-2H-quinolin-1-yl)-[1,2,4]triazolo[4,3-a]quinazoline